catechole ethyl-2-[4-(difluoromethyl)-6-[4-[(3R,4R)-1-ethyl-3-fluoro-4-piperidyl]phenyl]-7-methyl-indazol-2-yl]-2-[(6R)-6-fluoro-6,7-dihydro-5H-pyrrolo[1,2-c]imidazol-1-yl]acetate C(C)OC(C(C1=C2N(C=N1)C[C@@H](C2)F)N2N=C1C(=C(C=C(C1=C2)C(F)F)C2=CC=C(C=C2)[C@@H]2[C@H](CN(CC2)CC)F)C)=O.C=2(O)C(O)=CC=CC2